(6R,7aS)-6-(2,3-dichloro-6-hydroxyphenyl)-1-(piperazin-1-ylmethyl)-tetrahydro-1H-pyrrolo[1,2-c][1,3]oxazol-3-one ClC1=C(C(=CC=C1Cl)O)[C@H]1C[C@@H]2N(C(OC2CN2CCNCC2)=O)C1